ethylidenebis(4,6-di-t-butylphenol) C(C)(C1=C(C(=CC(=C1)C(C)(C)C)C(C)(C)C)O)C1=C(C(=CC(=C1)C(C)(C)C)C(C)(C)C)O